2-(1-(2-(methylsulfonyl)ethyl)-1H-pyrazol-4-yl)pyrazolo[5,1-b]Thiazole-7-carboxamide CS(=O)(=O)CCN1N=CC(=C1)C1=CN2C(S1)=C(C=N2)C(=O)N